C(CCCCCCCCCC=CCCCCCCCC)(=O)OCCCCCCCCCCCCCCCCCCCCCCCCCCC heptacosyl eicos-11-enoate